chloro-1H-pyrazolo[4,3-c]pyridin-3-ylazetidin-3-ylmethanol ClC(O)(C1CNC1)C1=NNC2=C1C=NC=C2